ClC=1C=C2C(=NC=NC2=C(C1)OC(F)F)N(C)[C@@H](C)C=1N(N=CN1)C=1SC(=CN1)C(F)F 6-chloro-8-(difluoromethoxy)-N-[(1S)-1-[2-[5-(difluoromethyl)thiazol-2-yl]-1,2,4-triazol-3-yl]ethyl]-N-methyl-quinazolin-4-amine